FC1C2N(C3CC(CC1C3)C2)N=O 4-fluoro-2-nitroso-2-azaadamantane